F[B-](F)(F)F.C(C=C)N1CCCCC1 1-allyl-piperidine tetrafluoroborate